Tert-butyl (2R,6S)-4-(3-ethynylphenyl)-2,6-dimethylpiperazine-1-carboxylate C(#C)C=1C=C(C=CC1)N1C[C@H](N([C@H](C1)C)C(=O)OC(C)(C)C)C